methyl 4-bromo-3-fluoro-2-vinyl-benzoate BrC1=C(C(=C(C(=O)OC)C=C1)C=C)F